C[C@@H]1N(CCC2=C1C1=C(N=NC(=C1)C1=C(C=CC=C1)O)N2)C2=NC=C(C=N2)C2CCNCC2 (S)-2-(5-methyl-6-(5-(piperidin-4-yl)pyrimidin-2-yl)-6,7,8,9-tetrahydro-5H-pyrido[3',4':4,5]pyrrolo[2,3-c]pyridazin-3-yl)phenol